BrC1=NN2C(N(CCC2)C2=CC(=C(C=C2)C)F)=N1 2-bromo-4-(3-fluoro-4-methyl-phenyl)-6,7-dihydro-5H-[1,2,4]triazolo[1,5-a]pyrimidine